ClC1=C(OCC(C(=O)O)=C)C(=CC=C1)NC(NCC=1C=C2CN(C(C2=CC1)=O)C1C(NC(CC1)=O)=O)=O 2-[[2-chloro-6-[[2-(2,6-dioxo-3-piperidyl)-1-oxo-isoindolin-5-yl]methylcarbamoylamino]phenoxy]methyl]prop-2-enoic acid